NC1(CCN(CC1)C1=C(C(N(C(=N1)SC)C1=C(C(=CC=C1)Cl)Cl)=O)C)C 6-(4-amino-4-methylpiperidin-1-yl)-3-(2,3-dichlorophenyl)-5-methyl-2-(methylsulfanyl)pyrimidin-4-one